COC=1C(=C(C=CC1)C(C(=O)O)N1CC(C1)OCCCCCC1=NC=2NCCCC2C=C1)C1(CC1)C 2-(3-methoxy-2-(1-methylcyclopropyl)phenyl)-2-(3-(5-(5,6,7,8-tetrahydro-1,8-naphthyridin-2-yl)pentyloxy)azetidin-1-yl)acetic acid